C(C)(=O)OC1=C(C=C(C=C1)OC)C(C1=CC=C(C=C1)C(N[C@@H]1CNC[C@H]1NC(C1=CC=NC=C1)=O)=O)=O 2-(4-(((3R,4R)-4-(isonicotinamido)pyrrolidin-3-yl)carbamoyl)benzoyl)-4-methoxyphenyl acetate